FC=1C=C(C=NC1)OC1=C(C=C(N)C=C1)C 4-[(5-fluoropyridin-3-yl)oxy]-3-methylaniline